COC=1C=C2C(=CC=NC2=CC1OC)OC1=CC=C(C=C1)N1C(N(CC1=O)C1=CC(=CC(=C1)C(F)(F)F)CN1CCS(CC1)(=O)=O)=O 3-{4-[(6,7-dimethoxy-4-quinolinyl)oxy]phenyl}-1-{3-[(1,1-dioxido-4-thiomorpholinyl)methyl]-5-(trifluoromethyl)phenyl}-2,4-imidazolidinedione